[2-(BUTAN-2-YLOXY)-5-FLUOROPHENYL]BORANEDIOL CC(CC)OC1=C(C=C(C=C1)F)B(O)O